9,9',9'',9'''-(4-(2,6-dimethylpyridin-3-yl)-6-(4,6-diphenyl-1,3,5-triazin-2-yl)benzene-1,2,3,5-tetrayl)tetrakis(9H-carbazole) CC1=NC(=CC=C1C1=C(C(=C(C(=C1N1C2=CC=CC=C2C=2C=CC=CC12)C1=NC(=NC(=N1)C1=CC=CC=C1)C1=CC=CC=C1)N1C2=CC=CC=C2C=2C=CC=CC12)N1C2=CC=CC=C2C=2C=CC=CC12)N1C2=CC=CC=C2C=2C=CC=CC12)C